C(CC=C)OC1=C(C=NC=C1)N 4-(but-3-en-1-yloxy)pyridin-3-amine